1-(4-(2-(2,6-dimethylpyridin-4-yl)-3-isopropyl-1H-indol-5-yl)piperidin-1-yl)-2-((2-fluoroethyl)(methyl)amino)ethan-1-one CC1=NC(=CC(=C1)C=1NC2=CC=C(C=C2C1C(C)C)C1CCN(CC1)C(CN(C)CCF)=O)C